COC(C(C)N1C[C@@H](N(C[C@H]1C)C(=O)OC(C)(C)C)C)=O tert-butyl (2S,5R)-4-(1-methoxy-1-oxopropan-2-yl)-2,5-dimethylpiperazine-1-carboxylate